C([C@@H]([C@@H]1C(=C(C(=O)O1)OP(=O)(O)O)O)O)O ascorbyl-2-phosphate